(4-(trifluoromethyl)phenyl)pyrimidine-2,4-diamine FC(C1=CC=C(C=C1)C=1C(=NC(=NC1)N)N)(F)F